FC1=CC=C(C=C1)C=1C=C2C(=C(C(N(C2=NC1)CCN1CCC(CC1)F)=O)C(=O)OCC)O ethyl 6-(4-fluorophenyl)-4-hydroxy-2-oxo-1-(2-(4-fluoropiperidin-1-yl) ethyl)-1,2-dihydro-1,8-naphthyridine-3-carboxylate